14-Methyl-3-hexacosene CC(CCCCCCCCCC=CCC)CCCCCCCCCCCC